C(C=C)OC(=O)[C@@H]1[C@H]([C@H]2CC(CN2[C@]12C(NC1=C(C=C(C=C12)Cl)Cl)=O)(F)F)C(=O)O |r| rac-(1'R,2'R,3R,7a'R)-2'-((allyloxy)carbonyl)-5,7-dichloro-6',6'-difluoro-2-oxo-1',2',5',6',7',7a'-hexahydrospiro[indoline-3,3'-pyrrolizine]-1'-carboxylic acid